OC=1C(C=CN2N=C3N(C(C21)=O)CC2(C3)CCNCC2)=O 9'-hydroxy-1'H,3'H-spiro[piperidin-4,2'-pyrido[2,1-f]pyrrolo[2,1-c][1,2,4]-triazine]-8',10'-dione